(S)-2-((tert-butoxycarbonyl)amino)-3-(pyridin-2-yl)propanoic acid C(C)(C)(C)OC(=O)N[C@H](C(=O)O)CC1=NC=CC=C1